2-(6-methylpyridin-2-yl)-5,6-dihydro-4H-pyrrolo[1,2-b]pyrazol-3-yl trifluoromethanesulfonate FC(S(=O)(=O)OC1=C2N(N=C1C1=NC(=CC=C1)C)CCC2)(F)F